ClC1=C(CN(C(=O)C2CCN(CC2)C)C=2C=C(C=CC2)/C=C/C(=O)OC)C=CC(=C1)C=1C=C2C=NN(C2=CC1)C methyl (E)-3-(3-(N-(2-chloro-4-(1-methyl-1H-indazol-5-yl)benzyl)-1-methylpiperidine-4-carboxamido)phenyl)acrylate